bis(2,6-di-tert-butyl-4-methylphenyl) diphosphite O(P(OC1=C(C=C(C=C1C(C)(C)C)C)C(C)(C)C)OP([O-])[O-])C1=C(C=C(C=C1C(C)(C)C)C)C(C)(C)C